C(C1=CC=CC=C1)OC(=O)N[C@H](C(=O)O)CCCCNC(=O)OC(C)(C)C (2S)-2-(benzyloxycarbonylamino)-6-(tert-butoxycarbonylamino)hexanoic acid